1-(4-(5-(chlorodifluoromethyl)-1,2,4-oxadiazol-3-yl)phenyl)-2-(oxazol-4-ylmethoxy)ethan-1-one ClC(C1=NC(=NO1)C1=CC=C(C=C1)C(COCC=1N=COC1)=O)(F)F